FC[C@@H]1CNCCN1C(=O)C1(CC1)C (S)-3-(fluoromethyl)-4-(1-methylcyclopropan-1-carbonyl)piperazin